5-((2-(4-((3-cyano-4-cyclobutoxybenzyl)amino)butoxy)ethyl)amino)benzo[c][2,6]naphthyridine C(#N)C=1C=C(CNCCCCOCCNC2=NC3=C(C4=CN=CC=C24)C=CC=C3)C=CC1OC1CCC1